NC1=CC(=C(C=C1)N1CCC(CC1)C1=CC(=C2C=C(C(N(C2=C1)C)=O)C)N1CCN(C2=CC=C(C=C12)C#N)C)F 4-(7-(1-(4-amino-2-fluorophenyl)piperidin-4-yl)-1,3-dimethyl-2-oxo-1,2-dihydroquinolin-5-yl)-1-methyl-1,2,3,4-tetrahydroquinoxaline-6-carbonitrile